N-(3-((2R,3S,5R)-6-amino-3,5-difluoro-2,5-dimethyl-2,3,4,5-tetrahydropyridin-2-yl)-4-fluorophenyl)-2-(difluoromethyl)oxazole-4-carboxamide NC=1[C@](C[C@@H]([C@@](N1)(C)C=1C=C(C=CC1F)NC(=O)C=1N=C(OC1)C(F)F)F)(C)F